[(1R)-3-[4-(3-bromo-2-methyl-phenoxy)cyclohexyl]-1-methyl-propyl] 4-methylbenzenesulfonate CC1=CC=C(C=C1)S(=O)(=O)O[C@@H](CCC1CCC(CC1)OC1=C(C(=CC=C1)Br)C)C